C(C)OC(=O)C1=NC=C(C=C1F)F 3,5-Difluoropyridinecarboxylic acid ethyl ester